ClC1=C2CCN([C@@H](C2=C(C=C1)OCC1=NOC(=N1)C(C)C)CN1C(CCC1)=O)C(=O)[C@H]1[C@H](CCCC1)C(=O)NC (1S,2r)-2-((S)-5-chloro-8-((5-isopropyl-1,2,4-oxadiazol-3-yl)methoxy)-1-((2-oxopyrrolidin-1-yl)methyl)-1,2,3,4-tetrahydroisoquinoline-2-carbonyl)-N-methylcyclohexane-1-carboxamide